methyl 2-(6-bromo-4-(1-ethoxyvinyl)-1-oxophthalazin-2(1H)-yl)acetate BrC=1C=C2C(=NN(C(C2=CC1)=O)CC(=O)OC)C(=C)OCC